C1(=CC=CC=C1)N(C1CCN(CC1)CC=1C(=C2CN(C(C2=CC1)=O)C1C(NC(CC1)=O)=O)F)C1=CC=CC=C1 3-(5-((4-(diphenylamino)piperidin-1-yl)methyl)-4-fluoro-1-oxoisoindolin-2-yl)piperidine-2,6-dione